1-[4-(Difluoromethyl)-6,7-dimethyl-1,3-dihydro-2H-pyrrolo[3,4-c]pyridin-2-yl]-2-{1-[2-(difluoromethyl)pyridin-4-yl]azetidin-3-yl}ethanon FC(C1=NC(=C(C2=C1CN(C2)C(CC2CN(C2)C2=CC(=NC=C2)C(F)F)=O)C)C)F